C1(CCCCCC1)NC(=O)C=1C(=C2C=CC(OC2=CC1CCCCC)(CCC=C(C)C)C)O N-cycloheptyl-5-hydroxy-2-methyl-2-(4-methylpent-3-en-1-yl)-7-pentyl-2H-chromene-6-carboxamide